C1(CC1)NC(C1=C(C=C(C=C1OC)C1=CN=C2N1C=CC(=C2)OCC=2C=NN(C2)C)OC(F)F)=O N-cyclopropyl-2-(difluoromethoxy)-6-methoxy-4-[7-[(1-methylpyrazol-4-yl)methoxy]imidazo[1,2-a]pyridin-3-yl]benzamide